naphthalene-8-carboxylate C1=CC=CC2=CC=CC(=C12)C(=O)[O-]